2-(6-(6-((5-Fluoropyridin-3-yl)methyl)-3,6-diazabicyclo[3.1.1]heptan-3-yl)pyridin-3-yl)-6-methyl-N-(5-methyl-1H-pyrazol-3-yl)pyrimidin-4-amine FC=1C=C(C=NC1)CN1C2CN(CC1C2)C2=CC=C(C=N2)C2=NC(=CC(=N2)NC2=NNC(=C2)C)C